2-(3-chloro-5-(triphenylgermyl)phenyl)-4,6-diphenyl-1,3,5-triazine ClC=1C=C(C=C(C1)[Ge](C1=CC=CC=C1)(C1=CC=CC=C1)C1=CC=CC=C1)C1=NC(=NC(=N1)C1=CC=CC=C1)C1=CC=CC=C1